C(C)(C)(C)OC(=O)N1CCN(CC1)C=1C=NN2C1C=CC(=C2)C=2C=NN(C2)C(C)C 4-(6-(1-Isopropyl-1H-pyrazol-4-yl)pyrazolo[1,5-a]pyridin-3-yl)piperazine-1-carboxylic acid tert-butyl ester